O1CCOC12CC=C(CC2)O[Si](C)(C)C ((1,4-dioxaspiro[4.5]dec-7-en-8-yl)oxy)trimethylsilane